3-diethoxyphosphinyloxytetrahydrothiophene-1,1-dioxide C(C)OP(=O)(OC1CS(CC1)(=O)=O)OCC